cerium oxide, citrate salt C(CC(O)(C(=O)O)CC(=O)O)(=O)[O-].[O-2].[Ce+3]